C1(CC1)[C@H](CNC(=O)C1=NN(C(N1)=O)C)CC1=C(C=C(C=C1F)F)F (R)-N-(2-cyclopropyl-3-(2,4,6-trifluorophenyl)propyl)-1-methyl-5-oxo-4,5-dihydro-1H-1,2,4-triazole-3-carboxamide